C[C@@H]1CN(C[C@H]2N1CC1=CC(=CC=C21)NCC2NCCOC2)C2=C1C=CC=NC1=C(C=C2)C#N 5-[(4R,10bS)-4-methyl-8-(morpholin-3-ylmethylamino)-3,4,6,10b-tetrahydro-1H-pyrazino[2,1-a]isoindol-2-yl]quinoline-8-carbonitrile